O(P([O-])(=O)OP(=O)([O-])[O-])C\C=C(/C)\CC\C=C(\CC\C=C(/C)\CCC=C(C)C)/C geranylgeranyl Pyrophosphate